N=1C=NN2C1C=CC(=C2)C=2C=CN1N=C(N=C(C12)OCC(F)F)NC1CCN(CC1)C(C)=O 1-(4-((5-([1,2,4]triazolo[1,5-a]pyridin-6-yl)-4-(2,2-difluoroethoxy)pyrrolo[2,1-f][1,2,4]triazin-2-yl)amino)piperidin-1-yl)ethan-1-one